FCCOC=1C=C2C=C(N(C2=CC1)C(=O)OC(C)(C)C)C=1C=NC(=NC1)N1C[C@@H](CCC1)O tert-butyl 5-(2-fluoroethoxy)-2-{2-[(3R)-3-hydroxypiperidin-1-yl]pyrimidin-5-yl}-1H-indole-1-carboxylate